[C-]1(C=CC=C1)C1=NC=CC=C1.[CH-]1C=CC=C1.[Fe+2] ferrocenylpyridine